2-cyano-3-(4-hydroxy-3,5-diisopropylphenyl)acrylic acid C(#N)C(C(=O)O)=CC1=CC(=C(C(=C1)C(C)C)O)C(C)C